CC=1CN(OCC1)C(=O)OC(C)(C)C tert-butyl 4-methyl-3,6-dihydro-2H-1,2-oxazine-2-carboxylate